(3R,4R)-3-[(1R)-1-(4-bromophenyl)ethyl]-3,4-dimethyl-pyrrolidine-2,5-dione BrC1=CC=C(C=C1)[C@@H](C)[C@]1(C(NC([C@@H]1C)=O)=O)C